1,8-dihydroxy-2,4,5,7-tetraamino-9,10-anthraquinone OC1=C(C=C(C=2C(C3=C(C=C(C(=C3C(C12)=O)O)N)N)=O)N)N